3-{[4-(tert-butoxy)phenyl]methyl}-1-[(2,4-difluorophenyl)methyl]-1-(piperidin-4-yl)urea C(C)(C)(C)OC1=CC=C(C=C1)CNC(N(C1CCNCC1)CC1=C(C=C(C=C1)F)F)=O